N-(5-((4-(5-Cyano-3,3-dimethyl-1H,2H,3H-pyrrolo[3,2-b]pyridin-1-yl)-1,3,5-triazin-2-yl)amino)-2-((2-(dimethylamino)ethyl)(methyl)amino)-4-methoxyphenyl)prop-2-enamide C(#N)C1=CC=C2C(=N1)C(CN2C2=NC(=NC=N2)NC=2C(=CC(=C(C2)NC(C=C)=O)N(C)CCN(C)C)OC)(C)C